C(#N)C1=CC(=C(CN(C(=O)C2=CC3=NC(=C4C(=C3N2)COC4)NC(OC(C)(C)C)=O)CC4=NC=CC=C4F)C(=C1)F)F tert-butyl (2-((4-cyano-2,6-difluorobenzyl)((3-fluoropyridin-2-yl)methyl)carbamoyl)-6,8-dihydro-1H-furo[3,4-d]pyrrolo[3,2-b]pyridin-5-yl)carbamate